O=C1NC(CCC1N1C(C2=CC=C(C=C2C1=O)NCCC[C@@H]1C[C@H](C1)N1N=C(C(=C1)C1=NC2=CC=CC=C2N=C1)C(F)(F)F)=O)=O 2-(2,6-dioxopiperidin-3-yl)-5-((3-(trans-3-(4-(quinoxalin-2-yl)-3-(trifluoromethyl)-1H-pyrazol-1-yl)cyclobutyl)propyl)amino)isoindoline-1,3-dione